COC=1C=C(C=CC1OCC#C)/C=C/C(=O)NC1=C(C(=O)O)C=CC=C1 (E)-2-[[3-(3-methoxy-4-propargyloxyphenyl)-1-oxo-2-propenyl]amino]benzoic acid